FC(C(=O)O)(C1=CC=C(C=C1)N1N=C(C=C1)[N+](=O)[O-])F 2,2-difluoro-2-[4-(3-nitropyrazol-1-yl)phenyl]acetic acid